3,4-Dichlorophenylisocyanat ClC=1C=C(C=CC1Cl)N=C=O